2-[(2,4-dimethoxyphenyl)methyl-methyl-amino]-1-(4-hydroxy-4-methyl-1-piperidyl)propan-1-one COC1=C(C=CC(=C1)OC)CN(C(C(=O)N1CCC(CC1)(C)O)C)C